C(C)(C)(C)C=1C=CC(=C(NC2=C(C=CC=C2)C)C1)C 5-(tert-butyl)-2-methyl-N-(o-tolyl)aniline